ClC=1C=CC=2C3CC[C@@]4(C(\C(\[C@H](C4C3CCC2C1)CCC(=O)NC1=NC=CC(=C1)F)=C/O)=O)C 3-((13S,15S,Z)-3-chloro-16-(hydroxymethylene)-13-methyl-17-oxo-7,8,9,11,12,13,14,15,16,17-decahydro-6H-cyclopenta[a]phenanthren-15-yl)-N-(4-fluoropyridin-2-yl)propanamide